CC1(C(C(=CC2(CN(CCO2)C(=O)C2=NN3C(N=CC=C3)=C2)C1)C#N)=O)C 10,10-dimethyl-9-oxo-4-(pyrazolo[1,5-a]pyrimidine-2-carbonyl)-1-oxa-4-azaspiro[5.5]undec-7-ene-8-carbonitrile